(2S)-2-amino-5-methyl-hexan-1-ol N[C@H](CO)CCC(C)C